(E)-N'-(3,5-dimethoxybenzylidene)-3-methylpyrazine-2-carbohydrazide COC=1C=C(\C=N\NC(=O)C2=NC=CN=C2C)C=C(C1)OC